2-((5-chloro-1H-benzo[d]imidazol-2-yl)amino)-N-(2-methoxyethyl)-1-methyl-1H-benzo[d]imidazole-5-carboxamide ClC1=CC2=C(NC(=N2)NC2=NC3=C(N2C)C=CC(=C3)C(=O)NCCOC)C=C1